oxetane-2-carboxylic acid 1,3-dioxoisoindolin-2-yl ester O=C1N(C(C2=CC=CC=C12)=O)OC(=O)C1OCC1